C1(CC1)C=1N=NN(C1)[C@H](C(=O)N1[C@@H](C[C@H](C1)O)C(=O)NCCC(C(F)F)N1CCOCC1)C(C)(C)C (2S,4R)-1-[(2S)-2-(4-cyclopropyltriazol-1-yl)-3,3-dimethyl-butanoyl]-N-(4,4-difluoro-3-morpholino-butyl)-4-hydroxy-pyrrolidine-2-carboxamide